3-((6-acetamido-5-fluoropyridin-3-yl)ethynyl)-4-methyl-N-(4-((4-methylpiperazin-1-yl)methyl)-3-(trifluoromethyl)phenyl)benzamide C(C)(=O)NC1=C(C=C(C=N1)C#CC=1C=C(C(=O)NC2=CC(=C(C=C2)CN2CCN(CC2)C)C(F)(F)F)C=CC1C)F